N-((6-(8-oxa-3-azabicyclo[3.2.1]octane-3-yl)-4-(piperidin-1-yl)pyridine-3-yl)methyl)-1H-pyrazole-5-carboxamide C12CN(CC(CC1)O2)C2=CC(=C(C=N2)CNC(=O)C2=CC=NN2)N2CCCCC2